N-(((9H-fluoren-9-yl)methoxy)carbonyl)-O-((S)-2-hydroxypropyl)-L-serine C1=CC=CC=2C3=CC=CC=C3C(C12)COC(=O)N[C@@H](COC[C@H](C)O)C(=O)O